OCC(CN1CCN(CC1)C=1C=C2CN(C(C2=CC1)=O)C1C(NC(CC1)=O)=O)C 3-[5-[4-(3-hydroxy-2-methyl-propyl)piperazin-1-yl]-1-oxo-isoindolin-2-yl]piperidine-2,6-dione